FC1=C(C(=CC=C1)F)C1=NC=2N(C(=N1)NC1=CC(=C(C=C1)N1C[C@@H](O[C@@H](C1)C)C)OCC)N=CC2 2-(2,6-difluorophenyl)-N-(4-((2S,6R)-2,6-dimethylmorpholino)-3-ethoxyphenyl)pyrazolo[1,5-a][1,3,5]triazin-4-amine